3,6-dioxa-1-octanol C(COCCOCC)O